bis(2,4-di-tert-butylphenyl)pentaerythritol monophosphate P(=O)(O)(O)O.C(C)(C)(C)C1=C(C=CC(=C1)C(C)(C)C)C(O)(C(CO)(CO)CO)C1=C(C=C(C=C1)C(C)(C)C)C(C)(C)C